N[C@H]1C[C@H](CCC1)C(=O)OC cis-methyl (1S,3R)-3-aminocyclohexanecarboxylate